4-((3-chloro-1,4-diphenoxy-1,4-dihydronaphthalen-2-ylamino)methyl)-N-(1H-indazol-6-yl)benzamide ClC1=C(C(C2=CC=CC=C2C1OC1=CC=CC=C1)OC1=CC=CC=C1)NCC1=CC=C(C(=O)NC2=CC=C3C=NNC3=C2)C=C1